(3-(difluoromethyl)azetidin-1-yl)(5-methyl-6-(3-(1-methyl-1H-pyrazol-5-yl)-7,8-dihydro-1,6-naphthyridin-6(5H)-yl)pyridazin-3-yl)methanone FC(C1CN(C1)C(=O)C=1N=NC(=C(C1)C)N1CC=2C=C(C=NC2CC1)C1=CC=NN1C)F